C(C1=CC=CC=C1)OC(=O)NCC#CC=1C=C(C=CC1CO)NC([C@H](C)NC([C@H](C(C)C)NC(OC(C)(C)C)=O)=O)=O Tert-butyl ((S)-1-(((S)-1-((3-(3-(((benzyloxy)carbonyl)amino)prop-1-yn-1-yl)-4-(hydroxymethyl)phenyl)amino)-1-oxopropan-2-yl)amino)-3-methyl-1-oxobutan-2-yl)carbamate